CN([C@H](CC(C)C)C(=O)O)C(C=CC1=CC(=C(C=C1)OCCCC)OC)=O methyl-(3-(4-butoxy-3-methoxyphenyl)acryloyl)-D-leucine